3-(bromo(phenyl)methyl)benzonitrile BrC(C=1C=C(C#N)C=CC1)C1=CC=CC=C1